FC=1C=C(CNCCCCOCCNC2=NC3=C(C4=CN=CC=C24)C=CC(=C3)C(=O)O)C=C(C1OC(F)(F)F)F 5-((2-(4-((3,5-difluoro-4-(trifluoromethoxy)benzyl)amino)butoxy)ethyl)amino)benzo[c][2,6]naphthyridine-8-carboxylic acid